4-hydroxy-methoxy-chalcone OC1=CC(=C(C=C1)\C=C\C(=O)C1=CC=CC=C1)OC